C(C)OC(N(C1=CC=C(C=C1)C1=NC=C(C=C1)C(NCC=1C=NC=CC1)=O)C)=O N-methyl-N-[4-[5-(3-pyridylmethylcarbamoyl)-2-pyridyl]phenyl]carbamic acid ethyl ester